P(=O)(OC1=CC=C(C=C1)CNC(=O)N1CCC2(NC3=CC=C(C=C3C(C2)=O)F)CC1)(O)O 4-((6'-fluoro-4'-oxo-3',4'-dihydro-1'H-spiro[piperidine-4,2'-quinoline]-1-carboxamido)methyl)phenyl dihydrogen phosphate